(6R,8aS)-6-[8-amino-1-(4-{(1R)-1-[3-(difluoromethyl)phenyl]-1-hydroxyethyl}phenyl)imidazo[1,5-a]pyrazin-3-yl]-1,1-dimethylhexahydroindolizin-3(2H)-one NC=1C=2N(C=CN1)C(=NC2C2=CC=C(C=C2)[C@@](C)(O)C2=CC(=CC=C2)C(F)F)[C@H]2CN1C(CC([C@@H]1CC2)(C)C)=O